2-bromo-7-Methyl-5H-pyrrolo[2,3-b]pyrazine-5-carboxylic acid tert-butyl ester C(C)(C)(C)OC(=O)N1C=C(C=2C1=NC=C(N2)Br)C